C(C)OC(=O)N1CC2(C1)CC(CC2)=O 6-oxo-2-azaspiro[3.4]octane-2-carboxylic acid ethyl ester